ClC=1N=C(C2=C(N1)C(=CS2)CS(=O)(=O)C)N2[C@@H](COCC2)C (R)-4-(2-chloro-7-((methylsulfonyl)methyl)thieno[3,2-d]Pyrimidine-4-yl)-3-methylmorpholine